N[C@H]1[C@H](N(C[C@@H]1O)C1=NC(=CC(=C1C#N)C(F)(F)F)C)C(=O)N(C=1C=C(C=CC1)C)C (2S,3S,4S)-3-amino-1-(3-cyano-6-methyl-4-(trifluoromethyl)pyridin-2-yl)-4-hydroxy-N-methyl-N-(m-tolyl)pyrrolidine-2-carboxamide